Cl/C(=C(/C=O)\C1=C(C(=NC=C1)Cl)F)/C=1N=CN(C1C)C=1C=NC(=CC1)C (E)-3-chloro-2-(2-chloro-3-fluoro-4-pyridinyl)-3-[5-methyl-1-(6-methyl-3-pyridinyl)imidazol-4-yl]prop-2-enal